O[C@@]1(C(N(CC1)C)=O)C1=CC(=NO1)C=1C=C(C=CC1)C1=CN(C2=NC=CC=C21)C(=O)OC(C)(C)C tert-Butyl (R)-3-(3-(5-(3-hydroxy-1-methyl-2-oxopyrrolidin-3-yl)isoxazol-3-yl)phenyl)-1H-pyrrolo[2,3-b]pyridine-1-carboxylate